3-(6-methoxypyridin-3-yl)-1-(2-methyl-4-(trifluoromethoxy)phenyl)-6-(trifluoromethyl)-2,3-dihydropyrido[2,3-d]pyrimidin-4(1H)-one COC1=CC=C(C=N1)N1CN(C2=C(C1=O)C=C(C=N2)C(F)(F)F)C2=C(C=C(C=C2)OC(F)(F)F)C